3,5-dimethoxyphenyl-methylamine COC=1C=C(C=C(C1)OC)NC